1-(2-fluoro-4-nitrophenyl)sulfonyl-4-methyl-2-phenylpiperazine FC1=C(C=CC(=C1)[N+](=O)[O-])S(=O)(=O)N1C(CN(CC1)C)C1=CC=CC=C1